OC1=C(C(C(C(=C1)O)(CC=C(C)C)CC=C(C)C)=O)C(CC(C)C)=O 3,5-dihydroxy-6,6-bis(3-methylbut-2-en-1-yl)-2-(3-methylbutanoyl)cyclohexa-2,4-dien-1-one